ethyl 5-amino-2-chloro-6-(2,4-difluorophenyl)pyrimidine-4-carboxylate NC=1C(=NC(=NC1C1=C(C=C(C=C1)F)F)Cl)C(=O)OCC